2,4-ditert-butyl-6-(5-chlorobenzotriazole-2-yl)phenol C(C)(C)(C)C1=C(C(=CC(=C1)C(C)(C)C)N1N=C2C(=N1)C=CC(=C2)Cl)O